(S)-2-(4-(2-chloro-4-((3-(1-(2,2-difluoroethyl)-3-(trifluoromethyl)-1H-pyrazol-4-yl)imidazo[1,2-a]pyrazin-8-yl)amino)benzoyl)piperazin-1-yl)-N-(pyrrolidin-3-yl)acetamide formate C(=O)O.ClC1=C(C(=O)N2CCN(CC2)CC(=O)N[C@@H]2CNCC2)C=CC(=C1)NC=1C=2N(C=CN1)C(=CN2)C=2C(=NN(C2)CC(F)F)C(F)(F)F